N-[2-methyl-5-[[2-[(2S)-2-methylpyrrolidin-1-yl]acetyl]amino]-3-pyridyl]-6-(2-oxoindolin-7-yl)triazolo[1,5-a]pyridine-3-carboxamide CC1=NC=C(C=C1NC(=O)C=1N=NN2C1C=CC(=C2)C=2C=CC=C1CC(NC21)=O)NC(CN2[C@H](CCC2)C)=O